isonicotinamid C(C1=CC=NC=C1)(=O)N